C1(CCCCC1)NC1=C(C(=O)O)C=CC(=C1)C(F)(F)F 2-(cyclohexylamino)-4-(trifluoromethyl)benzoic acid